FC=1C(=C(C=CC1F)C(=O)N1CC(=C(C(=O)N)C=C1)[C@H]1NCCCC1)NC1=C(C=C(C=C1)I)F 1-({3,4-difluoro-2-[(2-fluoro-4-iodophenyl)amino]phenyl}carbonyl)-3-[(2S)-piperidin-2-yl]isonicotinamide